ClC=1C=C(C=C(C1)[N+](=O)[O-])CN1CCOCC1 4-[(3-chloro-5-nitro-phenyl)methyl]morpholine